CC=1N=NC=C(C1[C@@H](C)OC=1C=C2C(=NNC2=CC1)C1=CC2=C(OC3(CCN(CC3)CC)OC2)C=C1)C (R)-6-(5-(1-(3,5-dimethylpyridazin-4-yl)ethoxy)-1H-indazol-3-yl)-1'-ethyl-4H-spiro[benzo[d][1,3]dioxine-2,4'-piperidine]